tert-Butyl 3-({4-[2-(4-fluorophenyl)-4-oxo-1,3-thiazolidin-3-yl]-3-methylbenzoyl}oxy)azetidine-1-carboxylate FC1=CC=C(C=C1)C1SCC(N1C1=C(C=C(C(=O)OC2CN(C2)C(=O)OC(C)(C)C)C=C1)C)=O